1,2-Methylendioxybenzen C1OC2=C(C=CC=C2)O1